2-((2-(difluoromethyl)-6-methoxypyrido[2,3-d]pyrimidin-4-yl)thio)-1-(2-(3-hydroxy-1-(2-hydroxyacetyl)pyrrolidin-3-yl)thiazol-5-yl)ethan-1-one FC(C=1N=C(C2=C(N1)N=CC(=C2)OC)SCC(=O)C2=CN=C(S2)C2(CN(CC2)C(CO)=O)O)F